N1N=C(C=C1C(=O)Cl)C(=O)Cl 3,5-pyrazoledicarboxylic acid dichloride